(2R,3S,4R,5R)-5-(4-amino-7H-pyrrolo[2,3-d]pyrimidin-7-yl)-2-((R)-(4-chlorophenyl)(hydroxy)methyl)-3-methyltetrahydrofuran-3,4-diol NC=1C2=C(N=CN1)N(C=C2)[C@H]2[C@@H]([C@@]([C@H](O2)[C@H](O)C2=CC=C(C=C2)Cl)(O)C)O